C1(CCCC1)CC=1NC(=NN1)C(=O)NC1=NC=CC(=C1)C1=C(C=CC(=C1)OCC(C)(C)O)C 5-(Cyclopentylmethyl)-N-(4-(5-(2-hydroxy-2-methylpropoxy)-2-methylphenyl)pyridin-2-yl)-4H-1,2,4-triazole-3-carboxamide